dimethyl-dl-N,N-diethylaminosilane C[SiH](N(CC)CC)C